(3-fluoro-6-methoxyphenyl)boronic acid FC=1C=C(C(=CC1)OC)B(O)O